(+)-N-(3,3-difluoro-2-(6-(4-fluorophenyl)-4-(2-hydroxypropan-2-yl)pyridin-2-yl)-2-hydroxybutanYl)-8-methoxy-3-methylcinnoline-6-carboxamide FC(C(CNC(=O)C=1C=C2C=C(N=NC2=C(C1)OC)C)(O)C1=NC(=CC(=C1)C(C)(C)O)C1=CC=C(C=C1)F)(C)F